CCCCC/C=C\CCCCCCCC(=O)O[C@H](COC(=O)CCCC/C=C\C/C=C\C/C=C\C/C=C\CC)COP(=O)(O)OC[C@H](CO)O 1-(6Z,9Z,12Z,15Z-octadecatetraenoyl)-2-(9Z-pentadecenoyl)-glycero-3-phospho-(1'-sn-glycerol)